Tert-butyl (S)-(amino(1-(fluoromethyl)-1H-pyrazol-3-yl)(oxo)-λ6-sulfaneylidene)carbamate N[S@@](=O)(C1=NN(C=C1)CF)=NC(OC(C)(C)C)=O